IC1=NN(C2=NC(=NC=C21)N(C2CN(C1=CC=CC=C1C2)C)C)C N-(3-iodo-1-methyl-1H-pyrazolo[3,4-d]pyrimidin-6-yl)-N,1-dimethyl-1,2,3,4-tetrahydroquinolin-3-amine